7-fluoro-2-methyl-1-[(cis)-3-hydroxy-3-methylcyclobutyl]-1H-1,3-benzimidazol-5-ol FC1=CC(=CC2=C1N(C(=N2)C)C2CC(C2)(C)O)O